FC(C(=O)O)(F)F.C1N(CC12CNC2)CCOC=2C=C1C(N(C(C1=CC2)=O)C2C(NC(CC2)=O)=O)=O 5-[2-(2,6-diazaspiro[3.3]hept-2-yl)ethoxy]-2-(2,6-dioxo-3-piperidyl)isoindoline-1,3-dione trifluoroacetate